C(C)(C)N(C(OC(C=1N(C(=C(N1)COC)SC)COCC[Si](C)(C)C)C1=CC(=C(C=C1)F)Cl)=O)C(C)C (3-chloro-4-fluorophenyl)(4-(methoxymethyl)-5-(methylthio)-1-((2-(trimethylsilyl)ethoxy)methyl)-1H-imidazol-2-yl)methyl diisopropylcarbamate